C1(CC1)[C@H](C(C)(C)O)N1C(C2=C(C(=CC=C2C1)F)C=1C=C2C(=NN(C2=CC1)C)C)=O (R)-2-(1-cyclopropyl-2-hydroxy-2-methylpropyl)-7-(1,3-dimethyl-1H-indazol-5-yl)-6-fluoroisoindolin-1-one